mercapto-urethane SNC(=O)OCC